ClC1=NC=C(C(=C1C)C)C(C)Cl 2-chloro-5-(1-chloroethyl)-3,4-dimethylpyridine